N-(1-(1-methylpiperidin-4-yl)-1H-pyrazol-4-yl)-3-(1-oxo-1,2,3,4-tetrahydroisoquinolin-6-yl)-1H-pyrrolo[2,3-b]pyridine-5-carboxamide CN1CCC(CC1)N1N=CC(=C1)NC(=O)C=1C=C2C(=NC1)NC=C2C=2C=C1CCNC(C1=CC2)=O